C1(CC1)C(=O)OCC ethyl cyclopropanate